ClC1=CC(=C(C=C1)C1=NC(=CC=2N=C(N(C(C21)=O)C)C)N2C[C@@H](OCC2)C2=CC=C(C=C2)Cl)F 5-(4-chloro-2-fluorophenyl)-7-((2S)-2-(4-chlorophenyl)-4-morpholinyl)-2,3-dimethylpyrido[4,3-d]pyrimidin-4(3H)-one